(3R)-3-{[10-fluoro-2-(3-methoxyphenyl)[1,2,4]triazolo[1,5-c]quinazolin-5-yl]amino}azepan-2-one FC=1C=2C=3N(C(=NC2C=CC1)N[C@H]1C(NCCCC1)=O)N=C(N3)C3=CC(=CC=C3)OC